2,4,6,8-Tetramethylnonylacetat CC(COC(C)=O)CC(CC(CC(C)C)C)C